1-[4-(1-fluoro-7-propyl-3-tetrahydropyran-2-yl-9,10-dihydro-8H-cyclohepta[e]indazol-6-yl)phenyl]piperidine-4-carbaldehyde FC1=NN(C=2C=CC3=C(C12)CCCC(=C3C3=CC=C(C=C3)N3CCC(CC3)C=O)CCC)C3OCCCC3